C(C)OC(COC1=C(C=CC=C1)OC1=NC(=C(C=C1Cl)F)N1N=C(N(C1=O)C(F)F)C)=O 2-[2-[[3-chloro-6-[4-difluoromethyl-3-methyl-5-oxo-1,2,4-triazol-1-yl]-5-fluoro-2-pyridinyl]oxy]phenoxy]acetic acid ethyl ester